(bicyclo[2.2.2]octan-1-yl)-4-bromoindazole C12(CCC(CC1)CC2)C2=NNC1=CC=CC(=C21)Br